(S)-2-((6-((4-chloro-2-fluorobenzyl)oxy)-2'-oxo-[2,4'-bipyridin]-1'(2'H)-yl)methyl)-3-(oxetan-2-ylmethyl)-3H-imidazo[4,5-b]pyridine-5-carboxylic acid ClC1=CC(=C(COC2=CC=CC(=N2)C2=CC(N(C=C2)CC2=NC=3C(=NC(=CC3)C(=O)O)N2C[C@H]2OCC2)=O)C=C1)F